methyl-(3,4-epoxy-cyclohexyl)-carboxylat COC(=O)C1CC2C(CC1)O2